(1-Methylbenzimidazol-4-yl)boronic acid CN1C=NC2=C1C=CC=C2B(O)O